ClC1=C(C=CC2=C1C(=N[C@H](C=1N2C(=CN1)C)C)C1=NC(=CC=C1Cl)C)C(F)(F)F (4S)-7-chloro-6-(3-chloro-6-methyl-2-pyridinyl)-1,4-dimethyl-8-(trifluoromethyl)-4H-imidazo[1,2-a][1,4]benzodiazepine